(8aR)-N-[4-(3-Cyanophenyl)-5-(2,6-dimethyl-4-pyridyl)thiazol-2-yl]-3,4,6,7,8,8a-hexahydro-1H-pyrrolo[1,2-a]pyrazine-2-carboxamide formate salt C(=O)O.C(#N)C=1C=C(C=CC1)C=1N=C(SC1C1=CC(=NC(=C1)C)C)NC(=O)N1C[C@@H]2N(CC1)CCC2